(3S,4R,6Z,9Z)-3,4-epoxy-octadecadienol C(=CC1=C(CCCCCCCCCCCCCC)O1)O